(S)-2-(6-Cyano-3-fluoropyridine-2-yl)-1-[2-(6-methylbenzo[d]isoxazol-3-yl)phenyl]ethan-1-amine C(#N)C1=CC=C(C(=N1)C[C@H](N)C1=C(C=CC=C1)C1=NOC2=C1C=CC(=C2)C)F